6-[3-[4-[[(4-cyclohexyl-butyl)amino]carbonyl]-2-oxazolyl]-7-oxabicyclo[2.2.1]hept-2-yl]-N-(phenylsulfonyl)-4-hexenamide C1(CCCCC1)CCCCNC(=O)C=1N=C(OC1)C1C(C2CCC1O2)CC=CCCC(=O)NS(=O)(=O)C2=CC=CC=C2